CC1=C(C(=CC=C1)C)NC1=NN(C2=NC(=NC=C21)NC2=CC=C1CCN(CC1=C2)CC2CCN(CC2)C=2C=CC(=NC2)C(=O)OC)C methyl 5-(4-((7-((3-((2,6-dimethylphenyl)amino)-1-methyl-1H-pyrazolo[3,4-d]pyrimidin-6-yl)amino)-3,4-dihydroisoquinolin-2(1H)-yl)methyl)piperidin-1-yl)picolinate